4-(tert-butyldimethylsilyloxy)benzenamine [Si](C)(C)(C(C)(C)C)OC1=CC=C(C=C1)N